[NH3+]C1CCN(CC1)C1=CC(=NC=[NH+]1)C 6-(4-ammoniopiperidin-1-yl)-4-methylpyrimidin-1-ium